2-hydroxy-1-[4-[4-(1-hydroxy-2-methylpropanoyl)phenoxy]phenyl]-2-methylpropan-1-one OC(C(=O)C1=CC=C(C=C1)OC1=CC=C(C=C1)C(C(=O)O)(C)C)(C)C